C1(=C(N=C(NC1=O)N)N)N The molecule is a member of the class of aminopyrimidines that is 2,5,6-triaminopyrimidine carrying an additional hydroxy substituent at position 4. It has a role as a chromophore and an antioxidant. It is an aminopyrimidine and a hydroxypyrimidine.